OC=1C(=CN(C(C1)=O)C1(COCC1)C)C(=O)[O-] 4-hydroxy-1-(3-methyltetrahydrofuran-3-yl)-6-oxo-1,6-dihydropyridine-3-carboxylate